(R)-8-(6-(1H-indazol-4-yl)pyridazin-3-yl)-9-oxooctahydro-2H-pyrazino[1,2-a]pyrazine-2-carbonitrile N1N=CC2=C(C=CC=C12)C1=CC=C(N=N1)N1C([C@@H]2N(CCN(C2)C#N)CC1)=O